(butoxycarbonylbenzyloxy)tributoxytitanium C(CCC)OC(=O)C(C1=CC=CC=C1)O[Ti](OCCCC)(OCCCC)OCCCC